C([2H])([2H])([2H])N(CCN1C=CC=2C(=CC=CC12)O)C([2H])([2H])[2H] 2-(bis(methyl-d3)amino)ethyl-1H-indol-4-ol